O\N=C(/N)\C1=CN=C(S1)NC(CCNC1=NC=CC2=CC=C(C=C12)C1=NOC(=N1)C)=O N-[5-[(Z)-N'-hydroxycarbamimidoyl]thiazol-2-yl]-3-[[7-(5-methyl-1,2,4-oxadiazol-3-yl)-1-isoquinolinyl]amino]propanamide